CC(CCCCCCC)O Nonane-2-ol